1,1-difluoro-4-isocyanocyclohexane FC1(CCC(CC1)[N+]#[C-])F